1,2-dioleoxy-3-(N-methylpiperazino)propane Tert-Butyl-(Z)-(4-(4-bromo-6-(trifluoromethyl)-1H-benzo[d][1,2,3]triazol-1-yl)-3-fluorobut-2-en-1-yl)carbamate C(C)(C)(C)N(C(O)=O)C\C=C(\CN1N=NC2=C1C=C(C=C2Br)C(F)(F)F)/F.C(CCCCCCC\C=C/CCCCCCCC)OCC(CN2CCN(CC2)C)OCCCCCCCC\C=C/CCCCCCCC